C(CCCCCCCCCCC)OCCCNCC(C)N N-(3-dodecyloxypropyl)-propylenediamine